BrC=1C(=NN(C1)C)C=O 4-bromo-1-methyl-pyrazole-3-carbaldehyde